N1CC(=CCC1)C1=CSC2=C1C=CC=C2C#N 3-(1,2,5,6-Tetrahydropyridin-3-yl)-1-benzothiophene-7-carbonitrile